C(CC1=CC=CC=C1)C1=NNC(=C1)C(=O)OC1=CC=CC=2OC(OC21)(C2=CC=CC=C2)C2=CC=CC=C2 2,2-diphenylbenzo[d][1,3]dioxol-4-yl 3-phenethyl-1H-pyrazole-5-carboxylate